NCC(CN1N=CN(C1=O)C1=C(C(=CC=C1)C=1C=NN(C1)C(C)C)C)=C(F)F 2-[2-(aminomethyl)-3,3-difluoro-allyl]-4-[3-(1-isopropylpyrazol-4-yl)-2-methyl-phenyl]-1,2,4-triazol-3-one